3-((3,5-dibromo-4-((4-oxo-3,4-dihydro-phthalazin-1-yl)oxy)phenyl)amino)propanoic acid BrC=1C=C(C=C(C1OC1=NNC(C2=CC=CC=C12)=O)Br)NCCC(=O)O